ClC=1C=C(C=C(C1CC1=C(C(=C(C=C1)O)C(C)C)F)C)CCC(=O)O 3-(3-chloro-4-(2-fluoro-4-hydroxy-3-isopropylbenzyl)-5-methylphenyl)propanoic acid